CC=1NC(=NN1)S(=O)(=O)Cl 5-methyl-4H-1,2,4-triazole-3-sulfonyl chloride